COC=1C(=NC=NC1)N1CCNCC1 5-Methoxy-4-(piperazin-1-yl)pyrimidine